O=C[C@H](O)[C@@H](O)C[C@H](O)C 4-deoxy-D-fucose